O[C@H](\C=C\CCCCCCCCCCCCCC)[C@H]1N(C(OC1)(C)C)C(=O)OC(C)(C)C tert-butyl (4S)-4-[(E,1R)-1-hydroxyheptadecan-2-enyl]-2,2-dimethyl-oxazolidine-3-carboxylate